FC1=COC2=C1C=CC(=C2)CC(C)NC([2H])([2H])[2H] 1-(3-fluorobenzofuran-6-yl)-N-trideuteromethylpropan-2-amine